2-(4'-((2-thia-6-azaspiro[3.3]heptan-6-yl)methyl)-2'-ethyl-[1,1'-biphenyl]-4-yl)-1,1,1,3,3,3-hexafluoropropan-2-ol C1SCC12CN(C2)CC2=CC(=C(C=C2)C2=CC=C(C=C2)C(C(F)(F)F)(C(F)(F)F)O)CC